N[C@@H](CC=1C=C(CCN2[C@H](CC[C@H]2C(N(C)C)=O)C(=O)N([C@@H](C(C)C)C(=O)O)C)C=C(C1)Br)C(=O)OC N-((2R,5S)-1-(3-((S)-2-amino-3-methoxy-3-oxopropyl)-5-bromophenethyl)-5-(dimethylcarbamoyl)pyrrolidine-2-carbonyl)-N-methyl-L-valine